L-2-amino-3-guanidinopropionic acid hydrochloride Cl.N[C@H](C(=O)O)CNC(=N)N